5-(1-{2-fluoro-4-[(1,2-oxazol-3-yl)methoxy]benzoyl}piperidin-4-yl)-4-methoxypyridin-2-amine trifluoroacetate FC(C(=O)O)(F)F.FC1=C(C(=O)N2CCC(CC2)C=2C(=CC(=NC2)N)OC)C=CC(=C1)OCC1=NOC=C1